N6-(5-methyl-1H-pyrazol-3-yl)-4-(1-methyl-1H-pyrazol-4-yl)pyridine-2,6-diamine CC1=CC(=NN1)NC1=CC(=CC(=N1)N)C=1C=NN(C1)C